Titanium triethoxyn-butoxide C(C)OC(CCC[O-])(OCC)OCC.[Ti+4].C(C)OC(CCC[O-])(OCC)OCC.C(C)OC(CCC[O-])(OCC)OCC.C(C)OC(CCC[O-])(OCC)OCC